methoxy-2-phenylaminopyridine COC=1C(=NC=CC1)NC1=CC=CC=C1